2-(5-methoxypyrimidin-2-yl)-6-(1-methylindolin-4-yl)phthalazin-1(2H)-one COC=1C=NC(=NC1)N1C(C2=CC=C(C=C2C=N1)C1=C2CCN(C2=CC=C1)C)=O